4-(3-(2-amino-7H-pyrrolo[2,3-d]pyrimidin-7-yl)-4-methylphenyl)-2-(thiazol-2-yl)but-3-yn-2-ol NC=1N=CC2=C(N1)N(C=C2)C=2C=C(C=CC2C)C#CC(C)(O)C=2SC=CN2